N=1C(=CCCC1)C(=O)[O-] pyridine-2(5H)-carboxylate